(S)-1-(3-chloro-4-fluorophenyl)-N-(3-cyclopropyl-2H-pyrazol-5-yl)-5-oxopyrrolidine-3-carboxamide ClC=1C=C(C=CC1F)N1C[C@H](CC1=O)C(=O)NC=1C=C(NN1)C1CC1